COC=1C=CC2=C(C=C(O2)C(C)C2=C(C=NC=C2)C=O)C1 4-[1-(5-methoxybenzofuran-2-yl)ethyl]pyridine-3-carbaldehyde